O[C@@]1(C(N([C@@H]2C[C@H]12)C)=O)C1=CC(=NO1)C1=NC(=CC=C1)C1=NC(=NC=C1)SC (1R,4R,5S)-4-hydroxy-2-methyl-4-(3-(6-(2-(methylthio)pyrimidin-4-yl)pyridin-2-yl)isoxazol-5-yl)-2-azabicyclo[3.1.0]hexan-3-one